(1R,2S)-5'-methoxy-2-(3-{[3-methoxy-6-(1H-pyrazol-1-yl)pyrazin-2-yl]amino}-1H-indazol-6-yl)spiro[cyclopropane-1,3'-indol]-2'(1'H)-one COC=1C=C2[C@]3(C(NC2=CC1)=O)[C@@H](C3)C3=CC=C1C(=NNC1=C3)NC3=NC(=CN=C3OC)N3N=CC=C3